N-ethyl-2-(6-{1-[(3S)-6-(4-ethylpiperazin-1-yl)-2-methylhexan-3-yl]azetidin-3-yl}-1-methyl-1H-indazol-4-yl)-5-fluoro-N-(isopropyl)benzamide C(C)N(C(C1=C(C=CC(=C1)F)C1=C2C=NN(C2=CC(=C1)C1CN(C1)[C@H](C(C)C)CCCN1CCN(CC1)CC)C)=O)C(C)C